5-[2-chloro-3-fluoro-4-(fluoromethoxy)phenyl]-N-[3-chloro-4-(piperazine-1-carbonyl)phenyl]-1-methyl-imidazole-2-carboxamide ClC1=C(C=CC(=C1F)OCF)C1=CN=C(N1C)C(=O)NC1=CC(=C(C=C1)C(=O)N1CCNCC1)Cl